CN(C/C=C/C(=O)NC1=C(C=C(C=C1)C(=O)N1C[C@@H](CC1)NC1=NC2=CC=CC=C2C=N1)C)C (R,E)-4-(dimethylamino)-N-(2-methyl-4-(3-(quinazolin-2-ylamino)pyrrolidine-1-carbonyl)phenyl)but-2-enamide